6-((1H-indazol-4-yl)methyl)-2-((1H-pyrazol-1-yl)methyl)-4-methyl-4H-thiazolo[5',4':4,5]pyrrolo[2,3-d]pyridazin-5(6H)-one N1N=CC2=C(C=CC=C12)CN1N=CC2=C(C1=O)N(C1=C2SC(=N1)CN1N=CC=C1)C